N(N)C(OCC1CCC(CC1)OC(F)F)=S O-(((1r,4r)-4-(difluoromethoxy)cyclohexyl)methyl) hydrazinecarbothioate